BrC1=CC=2C3=C(C=NC2C=C1F)NC(C31CC(C1)C1=NC=CC=C1)=O cis-8'-Bromo-7'-fluoro-3-(pyridin-2-yl)spiro[cyclobutane-1,1'-pyrrolo[2,3-c]quinolin]-2'(3'H)-one